(S)-8-(2-amino-6-((R)-1-(3'-(aminomethyl)-5-chloro-[1,1'-biphenyl]-2-yl)-2,2,2-trifluoroethoxy)pyrimidin-4-yl)-2,8-diazaspiro[4.5]decane-3-carboxylic acid NC1=NC(=CC(=N1)N1CCC2(C[C@H](NC2)C(=O)O)CC1)O[C@@H](C(F)(F)F)C1=C(C=C(C=C1)Cl)C1=CC(=CC=C1)CN